N-tert-butyl-N'-tetradecyl-3-tetradecylaminopropionamidine C(C)(C)(C)NC(CCNCCCCCCCCCCCCCC)=NCCCCCCCCCCCCCC